NC=1C(=NC(=CN1)C=1C=NN(C1)C)C=1C=C(C(N(N1)C1=CC(=CC(=C1)OC)OC)=O)C 6-(3-Amino-6-(1-methyl-1H-pyrazol-4-yl)pyrazin-2-yl)-2-(3,5-dimethoxyphenyl)-4-methylpyridazin-3(2H)-on